(R)-2-(2,4-difluorophenyl)-4-(3-(methylamino)azepan-1-yl)phthalazin-1(2H)-one tert-butyl-(3-((4-(5-(trifluoromethyl)pyrimidin-2-yl)piperazin-1-yl)sulfonyl)propyl)carbamate C(C)(C)(C)N(C(O)=O)CCCS(=O)(=O)N1CCN(CC1)C1=NC=C(C=N1)C(F)(F)F.FC1=C(C=CC(=C1)F)N1C(C2=CC=CC=C2C(=N1)N1C[C@@H](CCCC1)NC)=O